(6-Phenyl-3-pyridinyl)boronic acid C1(=CC=CC=C1)C1=CC=C(C=N1)B(O)O